2-({3',5'-dichloro-2'-[(5-methoxypyridine-3-sulfonyl)amino][1,1'-biphenyl]-4-yl}oxy)propanoic acid ClC=1C(=C(C=C(C1)Cl)C1=CC=C(C=C1)OC(C(=O)O)C)NS(=O)(=O)C=1C=NC=C(C1)OC